C1(CC1)CC=1N(C(=CC1C=1OC(=C(N1)C(=O)OC)C)C1=CC(=CC=C1)C#CC=1SC(=CC1)C)CC1=CC(=C(C=C1)S(N)(=O)=O)F methyl 2-(2-(cyclopropylmethyl)-1-(3-fluoro-4-sulfamoylbenzyl)-5-(3-((5-methylthiophen-2-yl) ethynyl) phenyl)-1H-pyrrol-3-yl)-5-methyloxazole-4-carboxylate